DIHYDRO-1H-ISOQUINOLINE-2-CARBOXYLIC ACID C1N(CCC2=CC=CC=C12)C(=O)O